6-(bromomethyl)-3-methoxybicyclo[3.1.0]hexane BrCC1C2CC(CC12)OC